Methyl 4-[4-(2,2-dimethylpropanoyl)-11-(3-ethyloxetan-3-yl)-10-(4-fluoro-3-methoxy-phenyl)-2,4,5,10-tetrazatricyclo[7.3.0.03,7]dodeca-1,3(7),5,8,11-pentaen-12-yl]cyclohexanecarboxylate CC(C(=O)N1C=2N=C3C(=C(N(C3=CC2C=N1)C1=CC(=C(C=C1)F)OC)C1(COC1)CC)C1CCC(CC1)C(=O)OC)(C)C